(E)-dibromomaleimide BrC1=C(C(=O)NC1=O)Br